OC(=O)C(F)(F)F.ClC1=C(C(=CC(=C1)C1=CN(C(C2=CN=CC=C12)=O)C)OC)C=C1CCN(CC1)C(CC1CCN(CC1)C1=C(C=C(NC2C(NC(CC2)=O)=O)C=C1)F)=O 3-[4-[4-[2-[4-[[2-chloro-6-methoxy-4-(2-methyl-1-oxo-2,7-naphthyridin-4-yl)phenyl]methylene]-1-piperidinyl]-2-oxo-ethyl]-1-piperidinyl]-3-fluoro-anilino]piperidine-2,6-dione TFA salt